2-[(1s,2s)-2-aminocycloheptyl]-3-bromo-5-chloro-N-(2-thienylmethyl)thieno[3,2-b]pyridin-7-amine N[C@@H]1[C@H](CCCCC1)C1=C(C2=NC(=CC(=C2S1)NCC=1SC=CC1)Cl)Br